N-(2-chloroethyl)-2'-fluoro-6'-hydroxy-[1,1'-biphenyl]-4-sulfonamide ClCCNS(=O)(=O)C1=CC=C(C=C1)C1=C(C=CC=C1O)F